2,4-di-tert-butylphenyl-4,4'-biphenyl C(C)(C)(C)C1=C(C=CC(=C1)C(C)(C)C)C1=CC=C(C=C1)C1=CC=CC=C1